N-(4-bromo-3-(1H-1,2,4-triazol-3-yl)thiophen-2-yl)-2-(3-fluoroquinoline-8-yl)acetamide BrC=1C(=C(SC1)NC(CC=1C=CC=C2C=C(C=NC12)F)=O)C1=NNC=N1